tert-butyl 4-fluoro-3-trimethylstannyl-pyrazole-1-carboxylate FC=1C(=NN(C1)C(=O)OC(C)(C)C)[Sn](C)(C)C